(4-(1-(difluoromethyl)-1H-benzo[d]imidazol-2-yl)piperidin-1-yl)(3-(3-fluorophenyl)-1-methyl-1H-indol-6-yl)methanone FC(N1C(=NC2=C1C=CC=C2)C2CCN(CC2)C(=O)C2=CC=C1C(=CN(C1=C2)C)C2=CC(=CC=C2)F)F